N1C=NC(=C1)CCNCC[C@@H](OC1=C(C#N)C=CC(=N1)C)C1=CC=CC=C1 (R)-2-(3-((2-(1H-imidazol-4-yl)ethyl)amino)-1-phenylpropoxy)-6-methyl-nicotinonitrile